COC(C1=CC=C(C=C1)C#C[C@@](CC)(COC)O)=O (S)-4-(3-hydroxy-3-(methoxymethyl)pent-1-yn-1-yl)benzoic acid methyl ester